4-((3-(4-((6-bromopyridin-2-yl)oxy)butoxy)pyridin-4-yl)ethynyl)-N1-methyl-2,7-naphthyridine-1,6-diamine BrC1=CC=CC(=N1)OCCCCOC=1C=NC=CC1C#CC1=CN=C(C2=CN=C(C=C12)N)NC